BrCC1=CC(=C(C=C1)SC1CCN(CC1)C1=C(C#N)C=CC=C1F)F (4-((4-(bromomethyl)-2-fluorophenyl)thio)piperidin-1-yl)-3-fluorobenzonitrile